FC1=C(C(=O)OC)C=CC(=C1)NC1=NC=C(C(=C1)NC1=C(C=CC=C1)C(NC)=O)C(F)(F)F Methyl 2-fluoro-4-((4-((2-(methylcarbamoyl)phenyl)amino)-5-(trifluoromethyl)-pyridin-2-yl)amino)benzoate